FN(C1(C(C(C(C(C1(F)F)(F)F)(F)F)(F)F)(F)F)F)C(C(F)(F)F)(F)F perfluoroethylcyclohexylamine